CC1=C(C(=C(C(=C1CCC(=O)O)C)CCC(=O)O)C)C tetramethyl-1,3-benzenedipropionic acid